ClC1=CC=C2CN(C(C2=C1C1CC1)=O)C1C(NC(CC1)=O)=O 3-(6-chloro-7-cyclopropyl-1-oxoisoindolin-2-yl)piperidine-2,6-dione